((2-(5-fluoro-6-(4-fluorophenyl)-4-(2-hydroxypropan-2-yl)pyridin-2-yl)tetrahydro-furan-2-yl)methyl)-8-methoxy-3-methylquinoline-6-carboxamide FC=1C(=CC(=NC1C1=CC=C(C=C1)F)C1(OCCC1)CC1=NC2=C(C=C(C=C2C=C1C)C(=O)N)OC)C(C)(C)O